1-hydroxy-4-phenyl-2-(2,2,2-trifluoroethane-1-one-1-yl)benzo[f]quinoline OC1=C(CN(C=2C=CC3=C(C12)C=CC=C3)C3=CC=CC=C3)C(C(F)(F)F)=O